C(C)(C)OC1=C(C=C(C=C1)C(=O)N1CCC2(CC1)C=1N(CCN2C)C(=CC1)C(F)(F)F)OC (4-isopropoxy-3-methoxy-phenyl)-[2-methyl-6-(trifluoromethyl)spiro[3,4-di-hydropyrrolo[1,2-a]pyrazine-1,4'-piperidine]-1'-yl]methanone